(2S,6R)-2,6-dimethyl-4-(6-(trimethylstannyl)pyrimidin-4-yl)morpholine tert-butyl-(R)-3-(((benzyloxy)carbonyl)(pentadecyl)amino)pyrrolidine-1-carboxylate C(C)(C)(C)OC(=O)N1C[C@@H](CC1)N(CCCCCCCCCCCCCCC)C(=O)OCC1=CC=CC=C1.C[C@H]1CN(C[C@H](O1)C)C1=NC=NC(=C1)[Sn](C)(C)C